CN1C(=NN=C1)C1CCN(CC1)C1=C(C#N)C=CC=C1 2-[4-(4-methyl-1,2,4-triazol-3-yl)piperidin-1-yl]benzonitrile